pyridin-2-yl-((R)-3-hydroxypyrrolidin-1-yl)methanone N1=C(C=CC=C1)C(=O)N1C[C@@H](CC1)O